OCC1CC(C1)C(=O)OC(C)(C)C tert-butyl 3-(hydroxymethyl)-cyclobutanecarboxylate